oxohexahydrocyclopenta[c]pyrrole O=C1NCC2C1=CCC2